7-(difluoromethyl)thieno[2,3-c]quinoline FC(C=1C=CC=2C3=C(C=NC2C1)SC=C3)F